C(CP([O-])([O-])=O)P(OO)([O-])=O.[Na+].[Na+].[Na+] sodium hydroxy ethylenebisphosphonate